2,2-bis(4-phenoxyphenyl)Propane O(C1=CC=CC=C1)C1=CC=C(C=C1)C(C)(C)C1=CC=C(C=C1)OC1=CC=CC=C1